(2s)-2-(2,6-dichloro-4-(2-(methyl(3-hydroxyphenyl)phosphoryl)ethyl)benzylamino)-3-(1-(methylsulfonyl)-1H-pyrrol-3-yl)propionic acid ClC1=C(CN[C@H](C(=O)O)CC2=CN(C=C2)S(=O)(=O)C)C(=CC(=C1)CCP(=O)(C1=CC(=CC=C1)O)C)Cl